acetic acid (Z)-3-methyl-6-isopropenyl-3,9-decadienyl ester C/C(/CCOC(C)=O)=C/CC(CCC=C)C(=C)C